[N+](=O)([O-])C1=CC=C(C(C(=O)[O-])=C1)O 5-Nitrosalicylat